5-amino-7-(4-fluorophenyl)-8-(7-methyl-1H-Indazol-5-yl)-2-((5-methyloxazol-4-yl)methyl)-[1,2,4]Triazolo[4,3-c]Pyrimidin-3(2H)-one NC1=NC(=C(C=2N1C(N(N2)CC=2N=COC2C)=O)C=2C=C1C=NNC1=C(C2)C)C2=CC=C(C=C2)F